C(C)(C)OC([C@@H](N)C(C)C)=O L-valine isopropyl ester